1-cyclopropyl-N-((6-fluoro-5-(pyrazolo[1,5-a]pyridin-5-yl)-2,3-dihydro-1H-inden-4-yl)carbamoyl)pyrazole-3-sulfonamide C1(CC1)N1N=C(C=C1)S(=O)(=O)NC(NC1=C2CCCC2=CC(=C1C1=CC=2N(C=C1)N=CC2)F)=O